(E)-(tert-Butoxycarbonyl)(3-(((dimethylamino)methylene)carbamoyl)-1-(3-methoxy-2,6-dimethylphenyl)-5,6-dimethoxy-1H-pyrrolo[2,3-b]pyridin-2-yl)carbamic acid tert-butyl ester C(C)(C)(C)OC(N(C1=C(C=2C(=NC(=C(C2)OC)OC)N1C1=C(C(=CC=C1C)OC)C)C(/N=C/N(C)C)=O)C(=O)OC(C)(C)C)=O